5-(3-phenylpropanoyl)-3-(1-azabicyclo[5.4.0]undec-3-en-4-yl)-benzothiophene C1(=CC=CC=C1)CCC(=O)C=1C=CC2=C(C(=CS2)C2=CCN3CCCCC3CC2)C1